N-(1-(6-(2,4-dioxo-1,2,3,4-tetrahydropyrimidin-5-yl)imidazo[1,2-b]pyridazin-8-yl)-4,4-difluoropyrrolidin-3-yl)-5-(trifluoromethyl)picolinamide O=C1NC=C(C(N1)=O)C=1C=C(C=2N(N1)C=CN2)N2CC(C(C2)(F)F)NC(C2=NC=C(C=C2)C(F)(F)F)=O